(R)-(6-(4-(2-(2-fluoro-2-methylpropyloxy)phenyl)piperidin-1-yl)-2-azaspiro[3.4]oct-2-yl)(oxetan-3-yl)methanone FC(COC1=C(C=CC=C1)C1CCN(CC1)[C@H]1CC2(CN(C2)C(=O)C2COC2)CC1)(C)C